Disodium 6-hydroxy-5-[(2-methoxy-5-methyl-4-sulfonatophenyl)diazenyl]naphthalene-2-sulfonate OC=1C(=C2C=CC(=CC2=CC1)S(=O)(=O)[O-])N=NC1=C(C=C(C(=C1)C)S(=O)(=O)[O-])OC.[Na+].[Na+]